C(C1=CC=CC=C1)OC=1C=NC=CC1C1=C(C=2C(NCCC2N1)=O)NC1=CC(=CC=C1)F 2-[3-(benzyloxy)pyridin-4-yl]-3-[(3-fluorophenyl)amino]-1,5,6,7-tetrahydro-4H-pyrrolo[3,2-c]pyridin-4-one